Cl.NCCC1CCN(CC1)C(=O)C1=C(C=C(C=C1)NC(=O)C=1N(C(=CN1)C=1C(=NN(C1)CC)C(F)(F)F)C)Cl N-(4-(4-(2-aminoethyl)piperidine-1-carbonyl)-3-chlorophenyl)-5-(1-ethyl-3-(trifluoromethyl)-1H-pyrazol-4-yl)-1-methyl-1H-imidazole-2-carboxamide hydrochloride